3-[[[[(3R)-3-[[(1,1-dimethylethoxy)carbonyl]amino]-1-piperidinyl]carbonyl]oxy]methyl]-2-methyl-1-[(2,3,4,9-tetrahydro-9-methyl-4-oxo-1H-carbazol-3-yl)methyl]-1H-imidazolium chloride [Cl-].CC(C)(OC(=O)N[C@H]1CN(CCC1)C(=O)OC[N+]1=C(N(C=C1)CC1CCC=2N(C3=CC=CC=C3C2C1=O)C)C)C